Propan-2-yl-2-methylpropionate CC(C)OC(C(C)C)=O